2-phenoxy-1-(3,4-dimethoxyphenyl)ethane-1-one O(C1=CC=CC=C1)CC(=O)C1=CC(=C(C=C1)OC)OC